CC1=CC2=C(C=C1NC3=CC=CC=C3)C4(C5=C(O2)C=C(C=C5)N6CCCC6)C7=CC=CC=C7C(=O)O4 3-pyrrolidino-6-methyl-7-anilinofluoran